(1R,2S,5S)-6,6-dimethyl-3-(3-methyl-L-valyl)-3-azabicyclo[3.1.0]hexane-2-carboxylic acid, hydrochloride Cl.CC1([C@H]2CN([C@@H]([C@@H]12)C(=O)O)C([C@@H](N)C(C)(C)C)=O)C